7-chloro-1-(3-(methoxymethyl)phenyl)-4-(methylamino)quinazolin-2(1H)-one ClC1=CC=C2C(=NC(N(C2=C1)C1=CC(=CC=C1)COC)=O)NC